OCC(C1=CC=CC=C1)NC(=O)C1=CN(C=C1)C1=NC(=NC=C1C)NC1=CC=C(C=C1)N1CCC(CC1)N1CCNCC1 N-(2-hydroxy-1-phenylethyl)-1-(5-methyl-2-((4-(4-(piperazin-1-yl)-piperidin-1-yl)-phenyl)amino)pyrimidin-4-yl)-1H-pyrrole-3-carboxamide